3-(3,5-difluorophenyl)-7-methyl-2-(methyl-d3)-4,5,6,7-tetrahydro-2H-pyrazolo[3,4-c]pyridine FC=1C=C(C=C(C1)F)C=1N(N=C2C(NCCC21)C)C([2H])([2H])[2H]